FC=1C=C(C=C(C1)F)C1CC=NN1C(=O)C1CCN(CC1)C1=NC=CC(=C1)C1=CC(=CC=C1)OC1CCOCC1 (5-(3,5-difluorophenyl)-4,5-dihydro-1H-pyrazol-1-yl)(1-(4-(3-((tetrahydro-2H-Pyran-4-yl)oxy)phenyl)pyridin-2-yl)piperidin-4-yl)methanone